3-((6,6-difluoro-1-(3-methylphenyl)-3-azabicyclo[3.1.0]hex-3-yl)carbonyl)-1,5,7-trimethyl-1,5-dihydro-4H-pyrrolo[3,2-c]pyridin-4-one FC1(C2CN(CC12C1=CC(=CC=C1)C)C(=O)C1=CN(C2=C1C(N(C=C2C)C)=O)C)F